C(CCCC)C(C(=O)O)CC=CC1=CC=CC=C1.COC=1C=C(C=C(C1)OC)C#CC1=CNC2=C(C=CC(=C12)N1C[C@H](CCC1)NC(C=C)=O)C(=O)N (S)-3-(3,5-dimethoxyphenylethynyl)-4-(3-acrylamidopiperidin-1-yl)indole-7-carboxamide alpha-amyl-cinnamyl-acetate